C1(CCC1)N1C(C=2N(CC1)C(=NN2)C2=NC=C(N=C2)OCC=2C(=NOC2C)C2=CC=C(C=C2)F)=O 7-cyclobutyl-3-(5-((3-(4-fluorophenyl)-5-methylisoxazol-4-yl)methoxy)pyrazin-2-yl)-6,7-Dihydro-[1,2,4]triazolo[4,3-a]pyrazin-8(5H)-one